C12(OCC(C1)C2)CN2C(=NC1=C2C=C(C=C1)C(=O)O)CC1=C(C=C(C(=C1)F)C1=NC(=CC=C1)OCC1=C(C=C(C=C1)C#N)F)F 1-((2-Oxabicyclo[2.1.1]hexan-1-yl)methyl)-2-(4-(6-((4-cyano-2-fluorobenzyl)oxy)pyridin-2-yl)-2,5-difluorobenzyl)-1H-benzo[d]imidazole-6-carboxylic acid